methyl 2-[3-(1,3-benzothiazol-2-ylamino)-4-methyl-6,7-dihydro-5H-pyrido[2,3-c]pyridazin-8-yl]-5-[3-[2-fluoro-4-(3-morpholinoprop-1-ynyl)phenoxy]propyl]thiazole-4-carboxylate S1C(=NC2=C1C=CC=C2)NC2=C(C1=C(N=N2)N(CCC1)C=1SC(=C(N1)C(=O)OC)CCCOC1=C(C=C(C=C1)C#CCN1CCOCC1)F)C